C(C=C)(=O)N1C[C@@H](N(CC1)S(=O)(=O)C)C1=C(C(=NC(=C1)Cl)C1=CC=NCN1C)C (S)-6-(4-(4-acryloyl-1-(methylsulfonyl)piperazin-2-yl)-6-chloro-3-methylpyridin-2-yl)-N-methylpyrimidine